4-Vinylphthalic acid anhydride C(=C)C=1C=C2C(C(=O)OC2=O)=CC1